hydroxyl-mannose OC(=O)[C@@H](O)[C@@H](O)[C@H](O)[C@H](O)CO